4-isopropoxy-N-(4-(pyrimidin-5-yl)quinolin-8-yl)benzamide C(C)(C)OC1=CC=C(C(=O)NC=2C=CC=C3C(=CC=NC23)C=2C=NC=NC2)C=C1